FC1=C2C(NC(=NC2=CC(=C1)OCC1CCNCC1)CSC1CCOCC1)=O 5-fluoro-2-[(Oxan-4-ylsulfanyl)methyl]-7-(piperidin-4-ylmethoxy)-3H-quinazolin-4-one